C1(=CC=CC=C1)C#CC1=NNC2=NC(=CN=C21)N2CCC1(CC2)[C@@H](C2=CC=CC=C2C1)N (S)-1'-(3-(phenylethynyl)-1H-pyrazolo[3,4-b]pyrazin-6-yl)-1,3-dihydrospiro[indene-2,4'-piperidin]-1-amine